C(C)(C)(C)OC(NCCOC1=CC(=C(C=C1)C)C(N(C1(CC1)C1=CC=CC2=CC=CC=C12)C)=O)=O tert-Butyl(2-(4-methyl-3-(methyl(1-(naphthalen-1-yl)cyclopropyl)carbamoyl)phenoxy)ethyl)carbamate